FC=1C=C(C(=O)N=S(C2=CC=NC=C2)(=O)C)C=CC1C1=NOC(=N1)C(F)(F)F 3-fluoro-N-(methyl-(oxo)(pyridin-4-yl)-lambda6-sulfanylidene)-4-(5-(trifluoromethyl)-1,2,4-oxadiazol-3-yl)benzamide